1-bromo-4-(4-methylcyclohexyl)benzene ethyl-1-methyl-3-(3-pyridyl)-5-pyrazolecarboxylate C(C)OC(=O)C1=CC(=NN1C)C=1C=NC=CC1.BrC1=CC=C(C=C1)C1CCC(CC1)C